FC1=C(C(=O)N([C@H]2CNCCC2)C2=NC=CC3=CC(=CC(=C23)C)F)C=CC(=C1)C=1SC(=NN1)OC (R)-2-fluoro-N-(6-fluoro-8-methylisoquinolin-1-yl)-4-(5-methoxy-1,3,4-thiadiazol-2-yl)-N-(piperidin-3-yl)benzamide